C(C)(C)(C)OC(=O)N1[C@H](CC[C@@H](C1)N)C=1OC(=NN1)OCCOC(F)(F)F (2R,5S)-5-amino-2-{5-[2-(trifluoromethoxy)ethoxy]-1,3,4-oxadiazol-2-yl}piperidine-1-carboxylic acid tert-butyl ester